1-(bromomethyl)-4-(2-(tert-butoxy)ethoxy)benzene BrCC1=CC=C(C=C1)OCCOC(C)(C)C